2,6-dimethyl-2,6-undecadien-10-one CC(C)=CCCC(=CCCC(C)=O)C